4-[[(2S,3R,4S,5S)-3-(3,4-difluoro-2-methoxy-phenyl)-4,5-dimethyl-5-(trifluoromethyl)tetrahydrofuran-2-carbonyl]amino]-3-methyl-pyridine-2-carboxamide FC=1C(=C(C=CC1F)[C@@H]1[C@H](O[C@@]([C@H]1C)(C(F)(F)F)C)C(=O)NC1=C(C(=NC=C1)C(=O)N)C)OC